FC1=C(C=CC=2OCCC3N(CC21)CCN(C3)C(=O)[O-])[N+](=O)[O-] 11-fluoro-10-nitro-1,2,4,4a,5,6-hexahydro-3H,12H-benzo[b]pyrazino[1,2-e][1,5]oxazocine-3-carboxylate